2-((2S)-1-((Z)-2-fluoro-3-(pyridazin-2-yl)acryloyl)-4-(8-fluoro-7-(2-fluoro-6-hydroxyphenyl)-2-(((S)-1-methylpyrrolidin-2-yl)methoxy)quinazolin-4-yl)piperazin-2-yl)acetonitrile F\C(\C(=O)N1[C@H](CN(CC1)C1=NC(=NC2=C(C(=CC=C12)C1=C(C=CC=C1O)F)F)OC[C@H]1N(CCC1)C)CC#N)=C/N1NC=CC=C1